2-Chloro-4-((2-methoxy-4-(1-methyl-4-(trifluoromethyl)-1H-imidazol-2-yl)benzyl)oxy)furano[3,2-d]pyrimidine ClC=1N=C(C2=C(N1)C=CO2)OCC2=C(C=C(C=C2)C=2N(C=C(N2)C(F)(F)F)C)OC